3,3-difluoro-N-(5-(7-fluorobenzo[d][1,3]dioxol-5-yl)-1-(3-hydroxy-3-methylbutyl)-1H-pyrazolo[3,4-b]pyridin-3-yl)-1-methylcyclobutane-1-carboxamide FC1(CC(C1)(C(=O)NC1=NN(C2=NC=C(C=C21)C2=CC1=C(OCO1)C(=C2)F)CCC(C)(C)O)C)F